tris(benzoyltrifluoroacetylacetone) terbium (III) [Tb+3].C(C1=CC=CC=C1)(=O)C(C(C)=O)C(C(F)(F)F)=O.C(C1=CC=CC=C1)(=O)C(C(C)=O)C(C(F)(F)F)=O.C(C1=CC=CC=C1)(=O)C(C(C)=O)C(C(F)(F)F)=O